FC=1C=C(C=CC1OC1=CC=NC2=CC(=C(C=C12)OC)NCCN1CCOCC1)NC(=O)C1=C2C(=CN(C1=O)C1=CC=C(C=C1)F)CCO2 N-[3-fluoro-4-({6-methoxy-7-[(2-morpholinoethyl)amino]quinolin-4-yl}oxy)phenyl]-5-(4-fluorophenyl)-6-oxo-2,3,5,6-tetrahydrofuro[3,2-c]pyridine-7-carboxamide